C(C)(C)N(CC#CCO\N=C\1/CC(CC2=C1C(=CO2)C)(C)C)C(C)C (E)-3,6,6-Trimethyl-6,7-dihydrobenzofuran-4(5H)-one-O-(4-(diisopropylamino)but-2-yn-1-yl)oxime